4,3-dimethyl-1,3-pentanediamine CC(C(CCN)(N)C)C